C(N)(OC(C)([C@]1(CN(CC1)C(C)(C)C=1C=NC(=CC1)C)CCC=1SC(=CC1)F)F)=O |o1:5| 1-fluoro-1-((R or S)-3-(2-(5-fluoro-thiophen-2-yl)ethyl)-1-(2-(6-methylpyridin-3-yl)propan-2-yl)pyrrolidin-3-yl)ethyl carbamate